ClC=1C=C2C(=NC(=NC2=C(C1C1=C(C=CC=C1O)F)F)N1CC(C1)N(C)C)N1CC2(CN(C2)C(C=C)=O)CC1 1-(6-(6-chloro-2-(3-(dimethylamino)azetidin-1-yl)-8-fluoro-7-(2-fluoro-6-hydroxyphenyl)quinazolin-4-yl)-2,6-diazaspiro[3.4]octan-2-yl)prop-2-en-1-one